4-acetoxy-3-methoxyphenylpropyltrimethoxysilane C(C)(=O)OC1=C(C=C(C=C1)CCC[Si](OC)(OC)OC)OC